CN(C=1C2=C(N=CN1)NC(=C2)C2=CC=C(C=C2)CN2CCOCC2)CC2CCOCC2 N-Methyl-6-(4-(morpholinomethyl)phenyl)-N-((tetrahydro-2H-pyran-4-yl)methyl)-7H-pyrrolo[2,3-d]pyrimidin-4-amine